(3R,4R) or (3S,4S)-4-(4-{6-chloro-2-[(5-chloro-1-cyclopropyl-1H-pyrazol-4-yl)amino]quinazolin-7-yl}piperazin-1-yl)oxolan-3-ol ClC=1C=C2C=NC(=NC2=CC1N1CCN(CC1)[C@H]1[C@H](COC1)O)NC=1C=NN(C1Cl)C1CC1 |o1:17,18|